O=C1NC(CCC1NC1=CC=C(CN2CCN(CC2)C2=CC=C(C(=O)NC3=CC(=C(C=C3)C)NC3=NC=CC(=N3)C=3C=NC=CC3)C=C2)C=C1)=O 4-(4-(4-((2,6-dioxopiperidin-3-yl)amino)benzyl)piperazin-1-yl)-N-(4-methyl-3-((4-(pyridin-3-yl)pyrimidin-2-yl)amino)phenyl)benzamide